(S)-N-(3-(6-amino-3,3-difluoro-2-(fluoromethyl)-2,3,4,5-tetrahydropyridin-2-yl)-4,5-difluorophenyl)-5-cyanopyridineamide NC=1CCC([C@@](N1)(CF)C=1C=C(C=C(C1F)F)NC(=O)C1=NC=C(C=C1)C#N)(F)F